FC1=CC(=C(C=C1)[C@H]1[C@@H](O[C@](C1)(C(F)(F)F)C)C(=O)NC1=CC(=NC=C1)C(=O)N)OC |o1:7,8,10| rel-(2R,3S,5R)-4-[[3-(4-fluoro-2-methoxyphenyl)-5-methyl-5-(trifluoromethyl)tetrahydrofuran-2-carbonyl]amino]pyridine-2-carboxamide